BrC1=CC=C(C=C1)NC(=O)N1CCN(CC1)CC N-(4-Bromophenyl)-4-ethylpiperazine-1-carboxamide